N1C(=NCC1)SCC(=O)C1=CC=NC=C1 2-((4,5-dihydro-1H-imidazol-2-yl)thio)-1-(pyridin-4-yl)ethanone